2-methyl-5-(thiophen-3-ylmethoxy)benzofuran-3-carbonyl chloride CC=1OC2=C(C1C(=O)Cl)C=C(C=C2)OCC2=CSC=C2